4-(2-(3-bromobenzylideneamino)-4-meth-oxy-3-oxobutyl)phenyl isobutyrate C(C(C)C)(=O)OC1=CC=C(C=C1)CC(C(COC)=O)N=CC1=CC(=CC=C1)Br